2-Fluoro-5-(5-(7-(methylsulfonyl)-4,7-diazaspiro[2.5]octan-4-yl)-1H-indazol-1-yl)-3-(trifluoromethyl)phenol FC1=C(C=C(C=C1C(F)(F)F)N1N=CC2=CC(=CC=C12)N1C2(CC2)CN(CC1)S(=O)(=O)C)O